6-methoxy-2,3-dimethylbenzo[d]thiazol-3-ium COC1=CC2=C([N+](=C(S2)C)C)C=C1